ClC1=C(C=CC=C1C)C1=C(C=2N=C(N=C(C2C=N1)N1C[C@H]2CC[C@@H](C1)N2C(=O)OC(C)(C)C)OCC21CCCN1CCC2)F tert-butyl (1R,5S)-3-(7-(2-chloro-3-methylphenyl)-8-fluoro-2-((tetrahydro-1H-pyrrolizin-7a(5H)-yl)methoxy)pyrido[4,3-d]pyrimidin-4-yl)-3,8-diazabicyclo[3.2.1]octane-8-carboxylate